C(C)C(CC(=O)[O-])C1CCCCC1 ethylcyclohexyl-ethyl-carboxylate